BrC=1C=C(C(N(C1)C)=O)NC1=NN2C(CN(CC2)C(=O)OCCCC)=C1 Butyl 2-(5-Bromo-1-methyl-2-oxo-1,2-dihydropyridin-3-ylamino)-6,7-dihydropyrazolo[1,5-a]pyrazine-5(4H)-carboxylate